OC1=CC(=C(C=C1)C(C(=O)O)CC)N 2-(4-Hydroxy-aminophenyl)butanoic acid